FC(C(C(F)(F)F)(F)O)(F)F.[Na] sodium heptafluoroisopropyl alcohol